C(CCCCCCCCCCCCCCCCCCCCCCCCCCCCC)OC(CCCCCCCCCCCCCCCCCCCCCCCCCCC)=O.C(CCCCCCCCCCCCCCCCCCCCCCCCCCC)(=O)O montanic acid melissyl-montanate